methyl ((2R,4S,5R)-5-((tert-butoxycarbonyl)amino)-2-((S)-1-(4-fluorophenyl)-1,2,3,4-tetrahydroisoquinoline-2-carbonyl)tetrahydro-2H-pyran-4-yl)glycinate C(C)(C)(C)OC(=O)N[C@@H]1[C@H](C[C@@H](OC1)C(=O)N1[C@H](C2=CC=CC=C2CC1)C1=CC=C(C=C1)F)NCC(=O)OC